(4-((7-(dimethylamino)-5-methyl-[1,2,4]triazolo[1,5-a]pyrimidin-6-yl)methyl)phenyl)(imino)(methyl)-λ6-sulfanone CN(C1=C(C(=NC=2N1N=CN2)C)CC2=CC=C(C=C2)S(=O)(C)=N)C